O[C@]1(C[C@@H]2CC[C@H]3[C@@H]4CCC[C@@H]([C@]4(CC[C@@H]3[C@H]2CC1)C)C(C)=O)COC 1-((1S,4aS,4bR,6aS,8R,10aS,10bR,12aS)-8-hydroxy-8-(methoxymethyl)-12a-methyloctadecahydrochrysen-1-yl)ethan-1-one